NC1=NC=C(C=C1C(=O)N[C@@H]1[C@H](CCC1)OCC1=CC=C(C=C1)C=1C=NC=2N(CCCC2C1)C1CCN(CC1)CCO)C=1C=NN(C1)C 2-amino-N-{(1S,2S)-2-[(4-{8-[1-(2-hydroxyethyl)piperidin-4-yl]-5,6,7,8-tetrahydro-1,8-naphthyridin-3-yl}phenyl)methoxy]cyclopentyl}-5-(1-methyl-1H-pyrazol-4-yl)pyridine-3-carboxamide